FC(C(=O)O)(F)F.[N+](=O)([O-])C=1N(C=CN1)CCN 2-(2-nitro-1H-imidazol-1-yl)ethanamine trifluoroacetate